N-(2-Chloro-3-{(4S)-2-imino-4-methyl-1-[(2R*,4R*)-2-methyl-tetrahydropyran-4-yl]-6-oxo-hexahydropyrimidin-4-yl}phenyl)-2-fluoro-5-(trifluoromethyl)-benzamide trifluoroacetic acid salt FC(C(=O)O)(F)F.ClC1=C(C=CC=C1[C@]1(NC(N(C(C1)=O)[C@H]1C[C@H](OCC1)C)=N)C)NC(C1=C(C=CC(=C1)C(F)(F)F)F)=O |o1:21,23|